FC1([C@H]2CC(C[C@@H]12)CN)F ((1R,3s,5S)-6,6-difluorobicyclo[3.1.0]hexane-3-yl)methanamine